1-bromo-4-(trans-4-heptylcyclohexyl)-benzene BrC1=CC=C(C=C1)[C@@H]1CC[C@H](CC1)CCCCCCC